CN1N=NC(=C1)C=1N=CC(=NC1)N 5-(1-Methyl-1H-1,2,3-triazol-4-yl)pyrazin-2-amine